(2S,5R)-5-(2-chlorophenyl)-1-(2,2-difluorobenzo[d][1,3]dioxol-6-carbonyl)pyrrolidine-2-carboxylic acid ClC1=C(C=CC=C1)[C@H]1CC[C@H](N1C(=O)C=1C=CC2=C(OC(O2)(F)F)C1)C(=O)O